CS(=O)(=O)C1=CC2=C(N3C(S2)=NC(=C3)C=3C=C(OCCOCCOCCNC(OC(C)(C)C)=O)C=CC3)C=C1 tert-butyl (2-(2-(2-(3-(7-(methylsulfonyl)benzo[d]imidazo[2,1-b]thiazol-2-yl)phenoxy)ethoxy)ethoxy)ethyl)carbamate